2-(2-fluoro-5-methylsulfonylphenyl)-4,4,5,5-tetramethyl-1,3,2-dioxaborolane FC1=C(C=C(C=C1)S(=O)(=O)C)B1OC(C(O1)(C)C)(C)C